(2E)-hexenedioylcarnitine C[N+](C)(C)CC(CC(=O)[O-])OC(=O)/C=C/CCC(=O)O